bipyridine-4,4'-diformaldehyde N1=C(C=C(C=C1)C=O)C1=NC=CC(=C1)C=O